4-methyl-2-(thiazol-4-yl)imidazo[1,5-a]pyrimidin-8-carboxylic acid CC1=CC(=NC=2N1C=NC2C(=O)O)C=2N=CSC2